[7-[2-[4-[[5-[4-anilino-3-(methylcarbamoyl)-6-quinolyl]pyridine-2-carbonyl]amino]butylamino]-2-oxo-ethoxy]-2-(2,6-dioxo-3-piperidyl)-1,3-dioxo-isoindolin-5-yl] methanesulfonate CS(=O)(=O)OC=1C=C2C(N(C(C2=C(C1)OCC(=O)NCCCCNC(=O)C1=NC=C(C=C1)C=1C=C2C(=C(C=NC2=CC1)C(NC)=O)NC1=CC=CC=C1)=O)C1C(NC(CC1)=O)=O)=O